[N+](=O)([O-])C=1C=CC(=NC1)C1=NC2=C(N1C1=CC=CC=C1)C=CC=C2 2-(5-nitropyridin-2-yl)-1-phenyl-benzimidazole